3-(4-((7-(4,4-difluoropiperidin-1-yl)heptyl)thio)-5-fluoro-1-oxoisoindolin-2-yl)piperidine-2,6-dione FC1(CCN(CC1)CCCCCCCSC1=C2CN(C(C2=CC=C1F)=O)C1C(NC(CC1)=O)=O)F